N-(5-((6-((R)-3-(3-fluorophenyl)isoxazolidine-2-yl)pyrimidine-4-yl)amino)-4-methoxy-2-((2-methoxyethyl)(methyl)amino)-phenyl)acrylamide FC=1C=C(C=CC1)[C@@H]1N(OCC1)C1=CC(=NC=N1)NC=1C(=CC(=C(C1)NC(C=C)=O)N(C)CCOC)OC